CC1(N(CC=C(C1)B1OC(C(O1)(C)C)(C)C)C(=O)OC(C)(C)C)C tert-butyl 2,2-dimethyl-4-(4,4,5,5-tetramethyl-1,3,2-dioxaborolan-2-yl)-3,6-dihydropyridine-1(2H)-carboxylate